C(C)(C)(C)OC(C[C@H]1C=2N(C3=C(C(=N1)C1=CC=C(C(=O)OCC4=CC=CC=C4)C=C1)C(=C(S3)C)C)C(=NN2)C)=O benzyl (S)-4-(6-(2-(tert-butoxy)-2-oxoethyl)-2,3,9-trimethyl-6H-thieno[3,2-f][1,2,4]triazolo[4,3-a][1,4]diazepin-4-yl)benzoate